C(C)(C)(C)C1=CC=C(C=C1)C=1C=2N(C3=CC=C(C=C3N1)C(=O)N[C@@H](CO)C)C=CC2 (R)-4-(4-(tert-butyl)phenyl)-N-(1-hydroxypropan-2-yl)pyrrolo[1,2-a]quinoxaline-7-carboxamide